3-chloroacryloxypropyl-tris(trimethylsiloxy)silane ClC=CC(=O)OCCC[Si](O[Si](C)(C)C)(O[Si](C)(C)C)O[Si](C)(C)C